stearone propionate C(CC)(=O)O.CCCCCCCCCCCCCCCCCC(=O)CCCCCCCCCCCCCCCCC